tert-butyl N-(1-{6-amino-5-[(3-azido-2-chlorophenyl) sulfanyl]pyrazin-2-yl}-4-methylpiperidin-4-yl)carbamate NC1=C(N=CC(=N1)N1CCC(CC1)(C)NC(OC(C)(C)C)=O)SC1=C(C(=CC=C1)N=[N+]=[N-])Cl